N-(4-cyano-3-(2-(dimethylamino)ethoxy)phenyl)-6-(2-fluoro-4-(5-methyl-1,2,4-oxadiazol-3-yl)phenyl)nicotinamide C(#N)C1=C(C=C(C=C1)NC(C1=CN=C(C=C1)C1=C(C=C(C=C1)C1=NOC(=N1)C)F)=O)OCCN(C)C